C(=O)(OC(C)(C)C)N1C([C@H]([C@@H](C1)O)N)=O Boc-(3S,4R)-3-amino-4-hydroxypyrrolidin-2-one